2-amino-4(1H)-pyrimidone NC=1NC=CC(N1)=O